(R)-3-(dimethylphosphino)-5-(5-methylthiazol-2-yl)-N-(1-(2-(trifluoromethyl)pyrimidin-5-yl)ethyl)benzamide CP(C=1C=C(C(=O)N[C@H](C)C=2C=NC(=NC2)C(F)(F)F)C=C(C1)C=1SC(=CN1)C)C